1-(1-((4'-Cyano-[1,1'-biphenyl]-4-yl)methyl)-1H-indol-5-yl)-5-methyl-1H-pyrazol-3-carboxamid C(#N)C1=CC=C(C=C1)C1=CC=C(C=C1)CN1C=CC2=CC(=CC=C12)N1N=C(C=C1C)C(=O)N